C1(=CC=CC=C1)COC1=C(C=CC(=C1)OCC1=CC=CC=C1)COC1=C(C=C(C=C1)C=CC(=O)C1=C(C=CC=C1)O)OCC1=CC=CC=C1 3-[4-[[2,4-Bis(phenylmethoxy)phenyl]methoxy]-3-phenylmethoxyphenyl]-1-(2-hydroxyphenyl)prop-2-en-1-one